C(C(C)C)C1=CCC(CC1)C(=O)O 4-isobutylcyclohex-3-ene-1-carboxylic acid